N-(4,4-difluoro-1,1-dioxo-3,4-dihydro-2H-1λ6-benzothiopyran-8-yl)-2-(propan-2-yloxy)acetamide FC1(CCS(C2=C1C=CC=C2NC(COC(C)C)=O)(=O)=O)F